BrC1=C(C=C2C(=NC(=NC2=C1F)OCC1(CC1)CO)N1C[C@@](CCC1)(O)C)F (R)-1-(7-bromo-6,8-difluoro-2-((1-(hydroxymethyl)cyclopropyl)methoxy)quinazolin-4-yl)-3-methylpiperidin-3-ol